carbon tri-nitrogen [N].[N].[N].[C]